8-(piperidine-1-carbonyl)quinazolin-4-amine N1(CCCCC1)C(=O)C=1C=CC=C2C(=NC=NC12)N